C(C)[Si]1(CCN(CC1)C1=C(C(=O)NC2=CC(=CC=C2)S(=O)(=O)N2CCC(CC2)(F)F)C=CC=N1)CC 2-(4,4-diethyl-1,4-azasilinan-1-yl)-N-(3-((4,4-difluoropiperidin-1-yl)sulfonyl)phenyl)nicotinamide